C(#N)C(C)(C)C1=CC=C(C=N1)NCC#CC=1N(C2=CC=CC(=C2C1)NC1CCN(CC1)C(=O)N(C)C)CC(F)(F)F 4-{[2-(3-{[6-(1-cyano-1-methylethyl)-pyridin-3-yl]amino}prop-1-yn-1-yl)-1-(2,2,2-trifluoroethyl)-1H-indol-4-yl]amino}-N,N-dimethylpiperidine-1-carboxamide